isopropyl dioctyl pyrophosphate O(P(OCCCCCCCC)(=O)OP(=O)(OCCCCCCCC)[O-])C(C)C